[1-[(2,4-DIMETHOXYPHENYL)METHYLAMINO]-4-METHYLPHTHALAZIN-6-YL]BORONIC ACID COC1=C(C=CC(=C1)OC)CNC1=NN=C(C2=CC(=CC=C12)B(O)O)C